3-[3-(2-Chloro-6-methyl-4-pyridyl)-5-(1-imino-1-oxo-1,4-thiazinan-4-yl)pyrazolo[1,5-a]pyrimidin-2-yl]benzonitrile ClC1=NC(=CC(=C1)C=1C(=NN2C1N=C(C=C2)N2CCS(CC2)(=O)=N)C=2C=C(C#N)C=CC2)C